C(CCCCCCCCCCCCCCCCC)(=O)NC1=C(C2=C(CNCC2)S1)C(=O)OCCCCCCCC\C=C/C\C=C/CCCCC (9Z,12Z)-octadeca-9,12-dien-1-yl 2-stearamido-4,5,6,7-tetrahydrothieno[2,3-c]pyridine-3-carboxylate